C(CCCCCCCCCCC)OC(CCCN(CCCN(CCCC(=O)OCCCCCCCCCCCC)CCCC(=O)OCCCCCCCCCCCC)CCO)=O didodecyl 4,4'-((3-((4-(dodecyloxy)-4-oxobutyl) (2-hydroxyethyl)amino)propyl)azanediyl)dibutanoate